FC(COC1=C(C=CC(=C1)F)C1=NC=CC2=C1CN(C2=O)C2=CC=C(C=C2)F)F 4-[2-(2,2-difluoroethoxy)-4-fluorophenyl]-2-(4-fluorophenyl)-2,3-dihydro-1H-pyrrolo[3,4-c]pyridin-1-one